(4-fluorophenyl)benzene-1,2-diamine FC1=CC=C(C=C1)C1=C(C(=CC=C1)N)N